(7-(hydroxyamino)-7-oxoheptyl)-2-((1,2,3,4-tetrahydronaphthalen-1-yl)amino)pyrimidine-5-carboxamide ONC(CCCCCCC1=NC(=NC=C1C(=O)N)NC1CCCC2=CC=CC=C12)=O